[Si](C1=CC=CC=C1)(C1=CC=CC=C1)(C(C)(C)C)OCCC1=C(OC2=C1C(=CC(=C2)C(=O)O)OC)C=2N(C1=C(C=CC=C1C2)OCC2CNC(C2)=O)CC2CC2 3-(2-((tert-butyldiphenylsilyl)oxy)ethyl)-2-(1-(cyclopropylmethyl)-7-((5-oxopyrrolidin-3-yl)methoxy)-1H-indol-2-yl)-4-methoxybenzofuran-6-carboxylic acid